1-ethyl-6-methoxy-3-methyl-1H-1,3-benzodiazol-3-ium C(C)N1C=[N+](C2=C1C=C(C=C2)OC)C